ClC=1C=C2C(=NC(=NC2=C(C1C1=C2C=NNC2=CC=C1C)OC1CC1)OC[C@H]1N(CCC1)C)N1CCN(CC1)C(C=C)=O 1-(4-((R)-6-chloro-8-cyclopropoxy-7-(5-methyl-1H-indazol-4-yl)-2-((((S)-1-methylpyrrolidin-2-yl))methoxy)quinazolin-4-yl)piperazin-1-yl)prop-2-en-1-one